5-[3-acetyl-6-[5-[(6-methylpyridazin-3-yl)amino]benzimidazol-1-yl]-2-pyridinyl]-1-methyl-pyrazole-4-carbonitrile C(C)(=O)C=1C(=NC(=CC1)N1C=NC2=C1C=CC(=C2)NC=2N=NC(=CC2)C)C2=C(C=NN2C)C#N